1-(8-fluoroimidazo[1,2-a]Pyridin-5-yl)-5-(trifluoromethyl)-1H-pyrazole-4-carboxamide FC=1C=2N(C(=CC1)N1N=CC(=C1C(F)(F)F)C(=O)N)C=CN2